C(C)(C)(C)OC(=O)N1C(=C(C=2N=C(SC21)C2CCN(CC2)C(=O)OC(C)(C)C)C(C)C)Br 5-bromo-2-(1-(tert-butoxycarbonyl)piperidin-4-yl)-6-isopropyl-4H-pyrrolo[3,2-d]thiazole-4-carboxylic acid tert-butyl ester